Dansylcadaverin S(=O)(=O)(C1=CC=CC=2C(N(C)C)=CC=CC12)NCCCCCN